C(CCCCCCCCCCCCCC)N1C=NC2=C1C=CC=C2 1-pentadecylbenzimidazole